(2R)-2-amino-N-[6-(3-methoxy-phenoxy)-2-pyridyl]butanamide N[C@@H](C(=O)NC1=NC(=CC=C1)OC1=CC(=CC=C1)OC)CC